C(CCC)C1=C(C(=C(C(N1)=O)S(=O)(=O)C1=CC=C(C=C1)NC(=O)NC1=CC=C(C=C1)F)O)C1=C(C=CC=C1OC)OC 1-(4-((6-butyl-5-(2,6-dimethoxyphenyl)-4-hydroxy-2-oxo-1,2-dihydropyridin-3-yl)sulfonyl)phenyl)-3-(4-fluorophenyl)urea